methyl (E)-3-(5-acetyl-4-methylthiophen-2-yl)acrylate C(C)(=O)C1=C(C=C(S1)/C=C/C(=O)OC)C